BrC1=CC=C(C2=C1OC1=C2C=CC=C1)C#N 4-bromo-1-dibenzofurancarbonitrile